O=C1C(=C2C(=NN1)C(CC2)NCCC(=O)N2CCN(CC2)C2=NC=C(C#N)C=C2)C(F)(F)F 6-(4-(3-((3-oxo-4-(trifluoromethyl)-3,5,6,7-tetrahydro-2H-cyclopenta[c]pyridazin-7-yl)amino)propanoyl)piperazin-1-yl)nicotinonitrile